C(C)(C)(C)OC(=O)N1[C@H](CC(C1)C=1C=NC=CC1)COC1=NC=CC=C1Cl (2R)-2-[[(3-chloropyridin-2-yl)oxy]methyl]-4-(pyridin-3-yl)pyrrolidine-1-carboxylic acid tert-butyl ester